4-(2-{[(2R,7aR)-2-fluoro-hexahydro-1H-pyrrolizin-7a-yl]methoxy}-6-chloro-4-{3,8-diazabicyclo[3.2.1]octan-3-yl}-8-fluoroquinazolin-7-yl)-5-ethylnaphthalen-2-ol F[C@@H]1C[C@]2(CCCN2C1)COC1=NC2=C(C(=C(C=C2C(=N1)N1CC2CCC(C1)N2)Cl)C2=CC(=CC1=CC=CC(=C21)CC)O)F